FC=1C=C2C(=NNC2=CC1OCCOC)C1=CC(=NO1)C1=CC=C(C=C1)C(=O)N1CC2OC(C1)C2 5-Fluoro-6-(2-methoxyethoxy)-3-[3-(4-{6-oxa-3-azabicyclo[3.1.1]heptane-3-carbonyl}phenyl)-1,2-oxazol-5-yl]-1H-indazole